(E)-2,4-difluoro-N-(2-(methylthio)-5-(4-(4-(4-oxopent-2-enoyl)piperazin-1-yl)quinazolin-6-yl)pyridin-3-yl)benzene-sulfonamide FC1=C(C=CC(=C1)F)S(=O)(=O)NC=1C(=NC=C(C1)C=1C=C2C(=NC=NC2=CC1)N1CCN(CC1)C(\C=C\C(C)=O)=O)SC